BrC1=CC=C(C=C1)C(CC(=O)OCC)=O ethyl 3-(4-bromophenyl)-3-oxopropanoate